ClC(C(=O)N(C1(CC1)C1=CC=CC=C1)C1=NC=C(C=N1)C1=NOC(=N1)C(F)(F)Cl)(F)F 2-chloro-N-[5-[5-[chloro(difluoro)methyl]-1,2,4-oxadiazol-3-yl]pyrimidin-2-yl]-2,2-difluoro-N-(1-phenylcyclopropyl)acetamide